[Si](C)(C)(C(C)(C)C)OCCOC1=C(C=CC(=C1)F)N1C(=CC2=C1C=C1C=NN(C1=C2)C(C(C)(C)C)=O)C(C)C 1-[5-[2-[2-[tert-butyl(dimethyl)silyl]oxyethoxy]-4-fluoro-phenyl]-6-isopropyl-pyrrolo[2,3-f]indazol-1-yl]-2,2-dimethyl-propan-1-one